(R)-N,2-dimethyl-N-((1R,3S)-3-methyl-5-(trifluoromethyl)-2,3-dihydro-1H-inden-1-yl)propane-2-sulfinamide CN([S@](=O)C(C)(C)C)[C@@H]1C[C@@H](C2=CC(=CC=C12)C(F)(F)F)C